3-[3-methyl-4-[3-(methylamino)propyl]-2-oxo-benzimidazol-1-yl]piperidine-2,6-dione CN1C(N(C2=C1C(=CC=C2)CCCNC)C2C(NC(CC2)=O)=O)=O